BrC1=CC(=C(C=C1)CBr)CBr 4-bromo-1,2-bis(bromomethyl)benzene